O1N=C(N=C1)C1=CC=C(C=C1)[C@H](C)NC(C(C)(N1C[C@@H](CC1)OC1=CC(=CC=C1)C(F)(F)F)C)=O N-((S)-1-(4-(1,2,4-Oxadiazol-3-yl)phenyl)ethyl)-2-methyl-2-((R)-3-(3-(trifluoromethyl)phenoxy)pyrrolidin-1-yl)propanamide